O=C1N(C(C=2C1=CC=1N=C3C(=NC1C2)CC/C=C/CC3)=O)CC(=O)OC(C)(C)C tert-Butyl (E)-2-(1,3-dioxo-1,3,6,7,10,11-hexahydro-2H-cycloocta[b]pyrrolo[3,4-g]quinoxalin-2-yl)acetate